N1(C=NC=C1)CC=1C=C2C([C@H](COC2=C(C1)C=1C(=NN(C1)CC)C(F)(F)F)CC1=CC(=CC(=N1)N1CC(C1)N(C(OC(C)(C)C)=O)C)C)=O tert-Butyl (S)-(1-(6-((6-((1H-imidazol-1-yl)methyl)-8-(1-ethyl-3-(trifluoromethyl)-1H-pyrazol-4-yl)-4-oxochroman-3-yl)methyl)-4-methylpyridin-2-yl)azetidin-3-yl)(methyl)carbamate